2-((2S,4S)-4-(8-chloro-4-(3-(dimethylamino)azetidin-1-yl)-7-(2,3-dimethylphenyl)-6-fluoro-1H-imidazo[4,5-c]quinolin-1-yl)piperidin-2-yl)acetonitrile ClC1=CC=2C3=C(C(=NC2C(=C1C1=C(C(=CC=C1)C)C)F)N1CC(C1)N(C)C)N=CN3[C@@H]3C[C@H](NCC3)CC#N